fluoro-N5-methyl-N5-(4'-(trifluoromethoxy)-[1,1'-biphenyl]-3-yl)-[1,2,4]triazolo[4,3-a]quinazoline-5,8-diamine FC1=NN=C2N1C1=CC(=CC=C1C(=N2)N(C=2C=C(C=CC2)C2=CC=C(C=C2)OC(F)(F)F)C)N